CN(C(SC1=CC(=C(C=C1)C=O)OC)=O)C S-(4-formyl-3-methoxy-phenyl) N,N-dimethylcarbamothioate